3,5-dibromo-6-ethylpyrazin-2-amine BrC=1C(=NC(=C(N1)Br)CC)N